ClC=1C(=C2CCCC2=CC1)N1CC=2N=C(N=C(C2CC1)N1C[C@@H](N(CC1)C(C=C)=O)CC#N)OC[C@H]1N(CCC1)C 2-(2S)-[4-[7-(5-chloro-2,3-dihydro-1H-inden-4-yl)-2-(((S)-1-methylpyrrolidin-2-yl)methoxy)-5,6,7,8-tetrahydropyrido[3,4-d]pyrimidin-4-yl]-1-acryloyl-piperazin-2-yl]acetonitrile